ClC1=NC=C(C(=N1)C1=C(C=C(C=C1)F)OCC[C@@H](C)OC1=CC(=CC(=C1)[N+](=O)[O-])C[S@@](=O)C)F |o1:17,30| rel-2-chloro-5-fluoro-4-(4-fluoro-2-{[(3R)-3-(3-{[(S)-methylsulfinyl]methyl}-5-nitrophenoxy)butyl]oxy}phenyl)pyrimidine